COC=1C=C(C=CC1OC)C=1N=C2N(C=C(C=C2)C2CCN(CC2)C2CCN(CC2)C(C)C)C1 2-(3,4-dimethoxyphenyl)-6-(1'-isopropyl-[1,4'-bipiperidin]-4-yl)imidazo[1,2-a]pyridine